[Si](C)(C)(C(C)(C)C)OC1CCN(CC1)C1=C(C=C2C(=N1)N=C(S2)N2C(=CC=C2C)C)C(=O)C=2C=C1C(=NC2N2CCC(CC2)O[Si](C)(C)C(C)(C)C)N=C(S1)N1C(=CC=C1C)C (4-((tert-butyldimethylsilyl)oxy)piperidin-1-yl)(2-(2,5-dimethyl-1H-pyrrol-1-yl)thiazolo[4,5-b]pyridin-6-yl) ketone